NC1=NC=C(C2=C1C(=C(S2)C=2C=CC(=NC2C)NC(C(=C)C)=O)C2=CC(=C(C=C2)OC2=NC=CC(=N2)C)F)C=2C=NN(C2)C N-(5-(4-amino-3-(3-fluoro-4-((4-methylpyrimidin-2-yl)oxy)phenyl)-7-(1-methyl-1H-pyrazol-4-yl)thieno[3,2-c]pyridin-2-yl)-6-methylpyridin-2-yl)methacrylamide